N(=[N+]=[N-])C=1C=C2C(=CNC2=CC1)/C(=C/C=1C=C(C#N)C=CC1OC)/C#N (Z)-3-(2-(5-azido-1H-indol-3-yl)-2-cyanovinyl)-4-methoxybenzonitrile